BrC=1C(=C(C=C(C1)F)C(CC)=O)O 1-(3-bromo-5-fluoro-2-hydroxy-phenyl)propan-1-one